11'-Chloro-10'-(trifluoromethyl)-2'H,4'H,6'H-spiro[oxetane-3,3'-[1,4]thiazepino[2,3,4-ij]quinazoline]-6',8'(7'H)-dione ClC1=C(C=C2C(NC(N3C2=C1SCC1(C3)COC1)=O)=O)C(F)(F)F